1-(3,4-dichlorophenyl)-3-((3-(2,6-dioxopiperidin-3-yl)-4-oxo-3,4-dihydrobenzo[d][1,2,3]triazin-7-yl)methyl)urea ClC=1C=C(C=CC1Cl)NC(=O)NCC=1C=CC2=C(N=NN(C2=O)C2C(NC(CC2)=O)=O)C1